4-(4-(3,8-diazabicyclo-[3.2.1]octan-3-yl)-6-chloro-8-fluoro-2-((tetrahydro-1H-pyrrolizin-7a(5H)-yl)meth-oxy)quinazolin-7-yl)-6-fluorobenzo[d]thiazol-2-amine C12CN(CC(CC1)N2)C2=NC(=NC1=C(C(=C(C=C21)Cl)C2=CC(=CC1=C2N=C(S1)N)F)F)OCC12CCCN2CCC1